bis[4-(1-methylethyl)thioxanthene] bis(4-methylphenyl)thioantimonate CC1=CC=C(C=C1)O[Sb](OC1=CC=C(C=C1)C)(O)=S.CC(C)C1=CC=CC=2CC3=CC=CC=C3SC12.CC(C)C1=CC=CC=2CC3=CC=CC=C3SC12